O[C@@H]1[C@H](O[C@H]([C@@H]1O)N1C2=NC(=NC(=C2N=C1)NCC1=NC=CC=C1)C=1C=NC=C(C1)C)C(=O)NOC (2S,3S,4R,5R)-3,4-dihydroxyl-N-methoxy-5-(2-(5-methylpyridin-3-yl)-6-((pyridin-2-ylmethyl)amino)-9H-purin-9-yl)tetrahydrofuran-2-formamide